N-((1R,2R,4S)-7-cyano-7-azabicyclo[2.2.1]heptan-2-yl)-4-(6-(1-cyanocyclopropyl)-2-pyridinyl)-2-fluorobenzamide C(#N)N1[C@H]2[C@@H](C[C@@H]1CC2)NC(C2=C(C=C(C=C2)C2=NC(=CC=C2)C2(CC2)C#N)F)=O